tert-butyl 4-[3-(2-chloro-6-methyl-phenyl)-2-oxo-4H-pyrimido[4,5-d]pyrimidin-1-yl]piperidine-1-carboxylate ClC1=C(C(=CC=C1)C)N1C(N(C2=NC=NC=C2C1)C1CCN(CC1)C(=O)OC(C)(C)C)=O